BrC=1C=CC(=C(C1)N1C(=NC2=CC=CC=C2C1=O)CC1(CCN(CC1)C(=O)OC(C)(C)C)O)OC(C)C tert-Butyl 4-((3-(5-bromo-2-isopropoxyphenyl)-4-oxo-3,4-dihydroquinazolin-2-yl)methyl)-4-hydroxypiperidine-1-carboxylate